C1(=CC=CC=C1)[C@H]1COC2=C(CN1C1=CC=CC=C1)C=CC(=C2)C(=O)OC Methyl (S)-3,4-diphenyl-2,3,4,5-tetrahydrobenzo[f][1,4]oxazepine-8-carboxylate